FC(C=1C=C(C=C(C1)C(F)(F)F)NC(=O)NCC(=O)NC1CCCC2=CC=CC=C12)(F)F N~2~-({[3,5-bis(trifluoromethyl)phenyl]amino}carbonyl)-N-(1,2,3,4-tetrahydronaphthalen-1-yl)glycinamide